mesaconic acid C(\C(\C)=C\C(=O)O)(=O)O